NC([C@H](CO)NC(=O)C1=C(OC2=C1C=C(C=C2)OCC2=C(C=CC=C2)F)C2CC2)=O (S)-N-(1-amino-3-hydroxy-1-oxopropan-2-yl)-2-cyclopropyl-5-((2-fluorobenzyl)oxy)benzofuran-3-carboxamide